4-[[3-[2-chloro-4-(cyanomethoxy)-3-fluorophenyl]imidazo[1,2-a]pyrazin-8-yl]amino]-N-[2-[2-(dimethylamino)ethoxy]ethyl]-2-ethyl-benzamide ClC1=C(C=CC(=C1F)OCC#N)C1=CN=C2N1C=CN=C2NC2=CC(=C(C(=O)NCCOCCN(C)C)C=C2)CC